8-(3-Dimethylamino-propoxy)-6,6-dimethyl-6H-benzo[b]naphtho[2,3-d]furan-11-one CN(CCCOC=1C=C2C(C3=C(C4=C(O3)C=CC=C4)C(C2=CC1)=O)(C)C)C